(E)-3-(1,3-benzodioxol-5-yl)-N-(2-pyridyl)-N-(tetra-hydrofuran-2-ylmethyl)prop-2-enamide O1COC2=C1C=CC(=C2)/C=C/C(=O)N(CC2OCCC2)C2=NC=CC=C2